[(3aR,4R,6aS)-4-[(6-Bromo-3-pyridazinyl)amino]3a-fluorohexahydrocyclopenta[c]pyrrol-2(1H)-yl][5-(2-fluoroethyl)-2-thienyl]methanone BrC1=CC=C(N=N1)N[C@@H]1CC[C@H]2CN(C[C@]21F)C(=O)C=2SC(=CC2)CCF